N=C1C(=CCC1)C#N 1-imino-2-cyano-cyclopentene